C(COCCC(C(=O)O)CC=1C=C(C=C(C1O)C(C)(C)C)C)OCCC(C(=O)O)CC=1C=C(C=C(C1O)C(C)(C)C)C.OC([C@H](N)C(=O)O)C(N)=O β-hydroxyasparagine ethylenebis(oxyethylene)bis[3-(5-tert-butyl-4-hydroxy-m-tolyl)propionate]